3-fluoro-5-((7-oxo-5-oxa-2-azaspiro[3.4]oct-2-yl)sulfonyl)benzonitrile FC=1C=C(C#N)C=C(C1)S(=O)(=O)N1CC2(C1)OCC(C2)=O